N-hexadecyl-α-heptadecyl-nitrone C(CCCCCCCCCCCCCCC)[N+](=CCCCCCCCCCCCCCCCCC)[O-]